N-(4-(dimethylamino)-4-oxobut-2-yn-1-yl)-N-methyl-L-alanine CN(C(C#CCN([C@@H](C)C(=O)O)C)=O)C